C(C)OC(=O)C=1C=NN(C1C(F)(F)F)C1=NC(=CC=C1C)NC(=O)OC(C)(C)C (6-((tert-butoxycarbonyl)amino)-3-methylpyridin-2-yl)-5-(trifluoromethyl)-1H-pyrazole-4-carboxylic acid ethyl ester